C(CCCCC)C1(OCC=C(C1)C)C 2-hexyl-2,4-dimethyl-3,6-dihydro-2H-pyran